O=C(CCC#N)N1CC2(CCN3N=C(C=C32)C=3C=NC2=CC=CC=C2C3)C1 4-oxo-4-[2'-(quinolin-3-yl)-5',6'-dihydrospiro[azetidine-3,4'-pyrrolo[1,2-b]pyrazol]-1-yl]butanenitrile